ClC1=NC(=CC(=C1)[C@@H](CC=1N(C(=NN1)S)C)C)Cl (R)-5-(2-(2,6-dichloropyridin-4-yl)propyl)-4-methyl-4H-1,2,4-triazole-3-thiol